5-methyl-N-(prop-2-yn-1-yl)thiazol-2-amine CC1=CN=C(S1)NCC#C